(R)-N-(2-(4-Cyanothiazolidin-3-yl)-2-oxoethyl)-6-(3,6-dihydro-2H-pyran-4-yl)quinoline-4-carboxamide C(#N)[C@H]1N(CSC1)C(CNC(=O)C1=CC=NC2=CC=C(C=C12)C=1CCOCC1)=O